ClC1=C(C=C(C=C1)F)C1NC(C2=C1C(=CC1=C(N(N=C21)C)CCl)C2=C(C(=O)N)C=C(C=C2F)C(F)(F)F)=O (6-(2-chloro-5-fluorophenyl)-3-(chloromethyl)-2-methyl-8-oxo-2,6,7,8-tetrahydropyrrolo[3,4-g]indazol-5-yl)-3-fluoro-5-(trifluoromethyl)benzamide